N1N=CC=C1CN1C(N(C2=NC(=NC=C12)N)[C@@H]1O[C@@H](C[C@H]1O)CO)=O ((1H-pyrazol-5-yl)methyl)-2-amino-9-((2R,3R,5S)-3-hydroxy-5-(hydroxymethyl)tetrahydrofuran-2-yl)-7,9-dihydro-8H-purin-8-one